C(CCCCCCCCCCCCCCCCC)OC(O)=O.OC1=C(C=C(C=C1C(C)(C)C)C(C(=O)O)C)C(C)(C)C (4-hydroxy-3,5-di-tert-butylphenyl)propionic acid n-octadecyl-carbonate